[O].C1(=CC=CC=C1)O phenol oxygen salt